O1C(CCCC1)O[C@@H](C)C=1N(C=CN1)CC1=NOC(=C1)C1=CC=C(C=C1)C#CC=1C=CC(=NC1)CN1S(CCC1)(=O)=O 2-((5-((4-(3-((2-((1S)-1-((tetrahydro-2H-pyran-2-yl)oxy)ethyl)-1H-imidazol-1-yl)methyl)isoxazol-5-yl)phenyl)ethynyl)pyridin-2-yl)methyl)isothiazolidine 1,1-dioxide